N1=CC(=CC=C1)C1(NSC=C1)N 3-(pyridin-3-yl)isothiazol-amine